FC1=C(C=C(C(=C1)C(F)(F)F)C1=NC=C(C=N1)F)NC(=O)N1[C@H]2C[C@@H](C[C@@]1(C2)C=2OC(=NN2)C)C (1R,3S,5S)-N-(2-fluoro-5-(5-fluoropyrimidin-2-yl)-4-(trifluoromethyl)phenyl)-3-methyl-1-(5-methyl-1,3,4-oxadiazol-2-yl)-6-azabicyclo[3.1.1]heptane-6-carboxamide